C1(CC1)OC1=C(C=C(C=C1)C=1C2=C(N=C(N1)N1[C@H]([C@@H](C1)O)C)C(CC2)(F)F)S(=O)(C)=N (2-cyclopropoxy-5-(7,7-difluoro-2-((2S,3R)-3-hydroxy-2-methylazetidin-1-yl)-6,7-dihydro-5H-cyclopenta[d]pyrimidin-4-yl)phenyl)(imino)(methyl)-λ6-sulfanone